N=S(=O)(C)CC1CCN(CC1)C1=C(C(=NC2=C(C=CC=C12)OC)C)C#N 4-(4-{[imino(methyl)oxo-λ6-sulfanyl]methyl}piperidin-1-yl)-8-methoxy-2-methylquinoline-3-carbonitrile